C(=O)(O)CC(C(=O)N)CCCCCCCCCCCCCC 2-(carboxymethyl)-hexadecanamide